BrC=1C(=NC(=NC1)SC)C(=O)O 5-bromo-2-(methylthio)-4-pyrimidinecarboxylic acid